C(#CC)OC(C)S(=O)(=O)O propynyloxyethanesulphonic acid